4-bromo-1-methyl-N-[(1s,4s)-4-{[6-chloro-2-(trifluoromethyl)quinolin-4-yl]amino}cyclohexyl]-1H-pyrazole-5-carboxamide BrC=1C=NN(C1C(=O)NC1CCC(CC1)NC1=CC(=NC2=CC=C(C=C12)Cl)C(F)(F)F)C